(2'-amino-1,1'-biphenyl-3-yl)palladium (II) NC1=C(C=CC=C1)C1=CC(=CC=C1)[Pd+]